5-((diphenylmethylene)amino)-1-methyl-1,3-dihydrobenzo[c]isothiazole 2,2-dioxide C1(=CC=CC=C1)C(C1=CC=CC=C1)=NC1=CC2=C(N(S(C2)(=O)=O)C)C=C1